ClC=1C=C(C=CC1OC(F)F)NC1=NC=NC2=CC=C(C=C12)C1CN(CCC1)C(C=C)=O 1-(3-(4-((3-chloro-4-(difluoromethoxy)phenyl)amino)quinazolin-6-yl)piperidin-1-yl)prop-2-en-1-one